C(CCCCCC(C)(C)C)(=O)OCC(COC1=CC(=C(C=C1)C1=NC(=NC(=N1)C1=CC=C(C=C1)C1=CC=CC=C1)C1=CC=C(C=C1)C1=CC=CC=C1)O)OC(NCCCCCCNC(N(CCCCCCN=C=O)C(=O)OC(CCCCC)CC)=O)=O [3-[4-[4,6-bis(4-phenylphenyl)-1,3,5-triazin-2-yl]-3-hydroxy-phenoxy]-2-[6-[[1-ethylhexyloxycarbonyl (6-isocyanatohexyl) carbamoyl] amino] hexylcarbamoyloxy] propyl] neodecanoate